N-(benzo[d][1,3]dioxol-5-yl)-8-chloroquinolin-2-amine O1COC2=C1C=CC(=C2)NC2=NC1=C(C=CC=C1C=C2)Cl